4-(2-((3-amino-4-(cyclohexylamino)phenyl)sulfonamido)ethyl)piperazine-1-carboxylic acid tert-butyl ester C(C)(C)(C)OC(=O)N1CCN(CC1)CCNS(=O)(=O)C1=CC(=C(C=C1)NC1CCCCC1)N